5-(((1R)-1-((2S)-2-(((tert-butoxycarbonyl)amino)methyl)-5-fluoro-2-methyl-2,3-dihydrobenzofuran-7-yl)ethyl)amino)pyrazolo[1,5-a]pyrimidine-3-carboxylic acid C(C)(C)(C)OC(=O)NC[C@]1(OC2=C(C1)C=C(C=C2[C@@H](C)NC2=NC=1N(C=C2)N=CC1C(=O)O)F)C